N1(C(=O)NC(=O)C=C1)Cl 1-uracilyl chloride